tributylamine 2-hydroxyethanesulfonate salt OCCS(=O)(=O)O.C(CCC)N(CCCC)CCCC